tert-butyl (S)-(1-(2-(1-(cyclopropylmethyl)-7-(dimethylamino)-1H-indol-2-yl)-1-methyl-5-oxo-1,5,7,8-tetrahydro-6H-imidazo[4,5-g]isoquinolin-6-yl)-3-fluoropropan-2-yl)carbamate C1(CC1)CN1C(=CC2=CC=CC(=C12)N(C)C)C1=NC=2C(=CC=3CCN(C(C3C2)=O)C[C@@H](CF)NC(OC(C)(C)C)=O)N1C